Benzyl (4-(4-(4-fluorophenyl)-1-methyl-1H-imidazol-5-yl)pyrimidin-2-yl)carbamate FC1=CC=C(C=C1)C=1N=CN(C1C1=NC(=NC=C1)NC(OCC1=CC=CC=C1)=O)C